6-(6-chloro-2,3-dihydro-1H-pyrrolo[3,2-c]pyridin-1-yl)-2-(1,1-difluoroethyl)-N-methylpyridin-4-amine ClC1=CC2=C(C=N1)CCN2C2=CC(=CC(=N2)C(C)(F)F)NC